FC(C1=CC=C(C=C1)N1C=2C=CC=CC2N(C2=CC=CC=C12)C1=CC=C(C=C1)C(F)(F)F)(F)F 5,10-Bis(4-(trifluoromethyl)phenyl)-5,10-dihydrophenazine